2-ethyltetrahydro-furan-3,4-diol C(C)C1OCC(C1O)O